C1(=CC=CC=C1)C1=CNC2=NC(=CC=C21)C=O 3-PHENYL-1H-PYRROLO[2,3-B]PYRIDINE-6-CARBOXALDEHYDE